[Pb+2].[Cs+].C[NH3+] Methylammonium Cesium Lead